C(CCC)OC(CCC(=O)O)=O succinic acid Butyl ester